C(CCCCCCCCCCC)C1=CC=CC2=NN(N=C21)C2=C(C=CC(=C2)C)O dodecyl-2-(2-hydroxy-5-methylphenyl)-2H-benzotriazole